ethyl (S)-5-(6-(3-methoxytetrahydrofuran-3-yl)-4-methylpyridin-2-yl)-7-methylpyrrolo[1,2-c]pyrimidine-3-carboxylate CO[C@]1(COCC1)C1=CC(=CC(=N1)C=1C=C(N2C=NC(=CC21)C(=O)OCC)C)C